C(C1=CC=CC=C1)C(CC(C)C)(C)N1CC=CC2=CC=CC(=C12)F N-(1-benzyl-1,3-dimethylbutyl)-8-fluoroquinoline